C12CNCC(CC1)N2C=2SC=1CN(CCC1N2)C(CC2=CC(=NC=C2)F)=O 1-(2-(3,8-diazabicyclo[3.2.1]octan-8-yl)-6,7-dihydrothiazolo[5,4-c]pyridin-5(4H)-yl)-2-(2-fluoropyridin-4-yl)ethan-1-one